8-menthenthiol C1(CC(C(CC1)C(=C)C)S)C